C(C1=CC=CC=C1)N1CCN(CC1)C1=NC=2N(C=C1)N=C(C2C#N)C=2OC=CC2 5-(4-benzylpiperazin-1-yl)-2-(2-furyl)pyrazolo[1,5-a]pyrimidine-3-carbonitrile